C1=CC(=CC=2C3=CC=CC=C3NC12)CCCCCC(=O)O 3-carbazolecaproic acid